C(C)(=O)C1=CC(=CC=2C(C=C(OC21)SCC)=O)CC#N 2-(8-acetyl-2-(ethylsulfanyl)-4-oxo-4H-benzopyran-6-yl)acetonitrile